1-(cyclohexylmethyl)-N-(piperidin-4-yl)-1H-pyrazolo[3,4-d]pyrimidin-6-amine C1(CCCCC1)CN1N=CC=2C1=NC(=NC2)NC2CCNCC2